CN1N=CC(=C1N1CCCCC1)[N+](=O)[O-] 1-(1-methyl-4-nitro-1H-pyrazol-5-yl)piperidine